dimethylsilylenebis(indenyl)ethoxyzirconium chloride [Cl-].CC(C(C1C=CC2=CC=CC=C12)C1C=CC2=CC=CC=C12)(O[Zr+]=[SiH2])C